(E)-3-(1-((4-iodophenyl)sulfonyl)-5-morpholino-1H-indol-3-yl)-1-(pyridin-4-yl)prop-2-en-1-one 3-Pentyltetrahydro-2H-pyran-4-ylacetat C(CCCC)C1COCCC1CC(=O)O.IC1=CC=C(C=C1)S(=O)(=O)N1C=C(C2=CC(=CC=C12)N1CCOCC1)/C=C/C(=O)C1=CC=NC=C1